(3-(2-(tert-butyl)-5-(2-((4-(4-(1-(4-(2,6-dioxopiperidin-3-yl)phenyl)piperidine-4-carbonyl)piperazin-1-yl)phenyl)amino)pyrimidin-4-yl)thiazol-4-yl)-2-fluorophenyl)propane-1-sulfonamide C(C)(C)(C)C=1SC(=C(N1)C=1C(=C(C=CC1)C(CC)S(=O)(=O)N)F)C1=NC(=NC=C1)NC1=CC=C(C=C1)N1CCN(CC1)C(=O)C1CCN(CC1)C1=CC=C(C=C1)C1C(NC(CC1)=O)=O